OC(COC1=C(OC2=CC=CC=C2C1=O)CCO)COC1=C(OC2=CC=CC=C2C1=O)CCO 5'-(2-hydroxytrimethylenedioxy)bis(4-oxochromene-2-ethanol)